(4-(5-methyl-3-oxo-2-phenyl-2,3-dihydro-1H-pyrazol-1-yl)butyl)triphenylphosphonium bromide [Br-].CC1=CC(N(N1CCCC[P+](C1=CC=CC=C1)(C1=CC=CC=C1)C1=CC=CC=C1)C1=CC=CC=C1)=O